4-Nitrophenol Acetate C(C)(=O)OC1=CC=C(C=C1)[N+](=O)[O-]